[Ce].S(=O)(=O)([O-])[O-].[Fe+2] ferrous sulfate, cerium salt